2-acryloxyethyl dipropyl phosphate P(=O)(OCCOC(C=C)=O)(OCCC)OCCC